N-octadecyl-2-(3,4-dimethoxyphenyl)-3,7-dimethoxyquinolin-4-one C(CCCCCCCCCCCCCCCCC)N1C(=C(C(C2=CC=C(C=C12)OC)=O)OC)C1=CC(=C(C=C1)OC)OC